FC1(C[C@@H](NC[C@H]1C)C1=CC=C(C=C1)F)F (2R,5R)-4,4-difluoro-2-(4-fluorophenyl)-5-methyl-piperidine